3-(7-ethoxy-1-oxo-6-(trifluoromethyl)isoindolin-2-yl)piperidine-2,6-dione C(C)OC=1C(=CC=C2CN(C(C12)=O)C1C(NC(CC1)=O)=O)C(F)(F)F